N1(CCOCC1)CCN1N=CC(=C1)C1=CC=C(CN)C=C1 {4-[1-(2-morpholin-4-yl-ethyl)-1H-pyrazol-4-yl]-benzyl}-amine